C=C(C=C)CCC=C 3-Methylene-1,6-heptadiene